2,4,6-tris(iminomethyl)benzene-1,3,5-triamine N=CC1=C(C(=C(C(=C1N)C=N)N)C=N)N